ClC1=NC=C(C(=C1)C1=C(C=NC(=C1)C)C(=O)NC=1SC2=C(N1)CN(C2)C(=O)C2=CN=NC(=C2)C)OC 2'-chloro-5'-methoxy-6-methyl-N-(5-(6-methyl-pyridazine-4-carbonyl)-5,6-dihydro-4H-pyrrolo[3,4-d]thiazol-2-yl)-[4,4'-bipyridine]-3-carboxamide